3-(difluoromethyl)-2-[4-(difluoromethylene)-1-piperidinyl]-N-methyl-6,8-dihydro-5H-pyrano[3,4-B]pyridin-5-amine FC(C=1C=C2C(=NC1N1CCC(CC1)=C(F)F)COCC2NC)F